D-alpha-aspartyl-D-alanine N[C@H](CC(O)=O)C(=O)N[C@H](C)C(=O)O